C(=O)O.C1(CC1)C=1C=C(CC[C@@]2(CN(CCC2)C2=CC(=C(C(=C2)F)S(=O)(=O)NC2=NC=NC=C2)F)N(C)C)C=CC1 (R)-4-(3-(3-Cyclopropylphenethyl)-3-(dimethylamino)piperidin-1-yl)-2,6-difluoro-N-(pyrimidin-4-yl)benzenesulfonamide formate